((3R)-7-chloro-8-(2,5-difluorophenoxy)-1-methyl-2-oxo-1,2,3,4-tetrahydroquinolin-3-yl)urea ClC1=CC=C2C[C@H](C(N(C2=C1OC1=C(C=CC(=C1)F)F)C)=O)NC(=O)N